4-methyl-7-(3-(quinolin-6-ylmethyl)-[1,2,4]triazolo[4,3-b]pyridazin-6-yl)-2H-benzo[b][1,4]oxazin-3(4H)-one CN1C2=C(OCC1=O)C=C(C=C2)C=2C=CC=1N(N2)C(=NN1)CC=1C=C2C=CC=NC2=CC1